COCCC1=C(C(=NC=C1)N)N (2-methoxyethyl)pyridine-2,3-diamine